4-(4-(2-methylpyridin-4-yl)phenyl)-N-(pyridin-3-yl)butanamide CC1=NC=CC(=C1)C1=CC=C(C=C1)CCCC(=O)NC=1C=NC=CC1